(R)-1-(4-((5-(1-(2,2-difluoroethyl)-1H-benzo[d][1,2,3]triazol-6-yl)-6-fluoro-4-(methoxy-d3)pyrrolo[2,1-f][1,2,4]triazin-2-yl)amino)-3,3-difluoropiperidin-1-yl)ethan-1-one FC(CN1N=NC2=C1C=C(C=C2)C=2C(=CN1N=C(N=C(C12)OC([2H])([2H])[2H])N[C@H]1C(CN(CC1)C(C)=O)(F)F)F)F